C(C)C=1C=C2CN(C(C2=CC1CC1=CC=C(C=C1)C1=NN(C=C1)C)=O)[C@@H]1[C@H](CCC1)O 5-ethyl-2-((1S,2S)-2-hydroxycyclopentyl)-6-(4-(1-methyl-1H-pyrazol-3-yl)benzyl)isoindolin-1-one